tert-Butyl 2-chloro-6-[3-[3-[1-(trifluoromethyl)cyclopropyl]propoxy]pyrazol-1-yl]pyridine-3-carboxylate ClC1=NC(=CC=C1C(=O)OC(C)(C)C)N1N=C(C=C1)OCCCC1(CC1)C(F)(F)F